ClC=1C(=CC=2N(N1)C(C=C(N2)C(=O)O)=O)C 7-Chloro-8-methyl-4-oxo-4H-pyrimido[1,2-b]pyridazine-2-carboxylic acid